(R)-3-(6-(2-(3-fluorophenyl)pyrrolidin-1-yl)imidazo[1,2-b]pyridazin-3-yl)-2,5-dihydro-1H-pyrrole-1-carboxylic acid tert-butyl ester C(C)(C)(C)OC(=O)N1CC(=CC1)C1=CN=C2N1N=C(C=C2)N2[C@H](CCC2)C2=CC(=CC=C2)F